3,6-Dichloro-1-(3-((5-(methyl-d3)-4-nitro-1-(tetrahydro-2H-pyran-4-yl)-1H-pyrazol-3-yl)oxy)propyl-1,1,2,2,3,3-d6)-1H-pyrazolo[3,4-d]pyrimidine ClC1=NN(C2=NC(=NC=C21)Cl)C(C(C([2H])([2H])OC2=NN(C(=C2[N+](=O)[O-])C([2H])([2H])[2H])C2CCOCC2)([2H])[2H])([2H])[2H]